2-(4-(hydroxymethyl)-7-(1-methylpiperidin-3-yl)-7H-imidazo[4,5-c]pyridazin-3-yl)-5-(trifluoromethyl)phenol OCC=1C2=C(N=NC1C1=C(C=C(C=C1)C(F)(F)F)O)N(C=N2)C2CN(CCC2)C